(E)-5,6-dihydroxy-2-((E)-3-phenylallyl)-2,3-dihydro-1H-inden-1-one OC=1C=C2CC(C(C2=CC1O)=O)C\C=C\C1=CC=CC=C1